COCC12CC(C1)C2 3-(methoxymethyl)bicyclo[1.1.1]pentane